ClCC1=NC2=C(N1CC=1C=NC=CC1)C=C(C=C2)C(=O)OC Methyl 2-(chloromethyl)-1-(pyridin-3-ylmethyl)-1H-benzo[d]imidazole-6-carboxylate